C(C)OC1=C(C=C(C=N1)C1=CC(=C2C(=N1)N=C(N2)C=2N=CC(=NC2)N2CCC(CC2)C(=O)O)N(C)CC(COC)(C)C)C(F)(F)F 1-(5-{5-[6-ethoxy-5-(trifluoromethyl)pyridin-3-yl]-7-[(3-methoxy-2,2-dimethylpropyl)(methyl)amino]-1H-imidazo[4,5-b]pyridin-2-yl}pyrazin-2-yl)piperidine-4-carboxylic acid